C(C)(C)(C)CN(C(=O)OCCC1=CNC2=CC(=CC=C12)OC)C=1NC=CN1 2-(6-methoxy-1H-indol-3-yl)ethan-1-ol tert-butyl-(1H-imidazol-2-yl)(methyl)carbamate